CC1=C(NC(C)C2=NC=CC=C2)C(=CC=C1)C 1-(2,6-dimethyl-anilino)ethylpyridine